2-(3-(oxazol-2-yl)benzoyl)hydrazinecarboxamide O1C(=NC=C1)C=1C=C(C(=O)NNC(=O)N)C=CC1